2-(4-(6-((4-cyano-2-fluorobenzyl)oxy)-5-fluoropyridin-2-yl)-2,5-difluorobenzyl)-7-fluoro-1-(2-methoxyethyl)-1H-benzo[d]imidazole-6-carboxylic acid C(#N)C1=CC(=C(COC2=C(C=CC(=N2)C2=CC(=C(CC3=NC4=C(N3CCOC)C(=C(C=C4)C(=O)O)F)C=C2F)F)F)C=C1)F